tert-butyl (2R,5S)-5-(4-bromobenzyl)-2-(((methylsulfonyl)oxy)methyl)morpholine-4-carboxylate BrC1=CC=C(C[C@H]2CO[C@H](CN2C(=O)OC(C)(C)C)COS(=O)(=O)C)C=C1